CC1=CSC=2N=C(N=C(C21)NC2(CC2)C)NC=2C=NC(=CC2)N2CCN(CC2)C 5-methyl-N4-(1-methylcyclopropyl)-N2-(6-(4-methylpiperazin-1-yl)pyridin-3-yl)thieno[2,3-d]pyrimidine-2,4-diamine